2-(((7-(4-Isopropylphenyl)-2,3-dihydrofuro[3,2-b]pyridin-5-yl)amino)methyl)acrylic acid C(C)(C)C1=CC=C(C=C1)C1=C2C(=NC(=C1)NCC(C(=O)O)=C)CCO2